C1(CC1)C1=NC=NC(=C1C=1N=CC=2OCCN(C2N1)CC1CCN(CC1)C=1N(C=C(N1)C(F)(F)F)C)OC 2-(4-cyclopropyl-6-methoxypyrimidin-5-yl)-8-((1-(1-methyl-4-(trifluoromethyl)-1H-imidazol-2-yl)piperidin-4-yl)methyl)-7,8-dihydro-6H-pyrimido[5,4-b][1,4]oxazine